N1(C=NC=C1)C=1C=NC2=CC=C(C=C2N1)C(=O)C=1C=C(C=CC1)NC(=O)NC1=CC(=C(C=C1)Cl)F 1-(3-(3-(1H-imidazol-1-yl)quinoxaline-6-carbonyl)phenyl)-3-(4-chloro-3-fluorophenyl)urea